2,5-dimethoxy-3-cyanopyrazine COC1=NC=C(N=C1C#N)OC